N[C@H](C(=O)O)[C@@H]1C[C@@H](CCC1)O (2S)-2-(amino)-2-[(1S,3R)-3-hydroxycyclohexyl]Acetic acid